COC=1C=C(C=CC1OC)C1=CC=NC=2N1N=C(C2)C(=O)N2CC(N(CC2)C(=O)OC(C)(C)C)(C)C tert-butyl 4-(7-(3,4-dimethoxyphenyl)pyrazolo[1,5-a]pyrimidine-2-carbonyl)-2,2-dimethyl-piperazine-1-carboxylate